FC(C=1C=C(C=CC1)C1=CN=C2N1N=C(C=C2)NCC2CC1(C2)CN(CC1)C(=O)[O-])(F)F 2-[[[3-[3-(trifluoromethyl) phenyl] imidazo[1,2-b]pyridazin-6-yl] amino] methyl]-6-azaspiro[3.4]octane-6-carboxylate